ClC1=C(C=C(C=C1)N1N=NN=C1CN1C(N(CCC1)CC1=NN=NN1C1=CC(=C(C=C1)Cl)F)=O)F 1,3-bis({[1-(4-chloro-3-fluorophenyl)-1H-1,2,3,4-tetrazol-5-yl]methyl})-1,3-diazinan-2-one